2,2-bis[4-(2-hydroxy-3-methacryloxypropoxy)phenyl]propane tert-Butyl-2-(methylamino)-5-(3-nitrophenyl)-1H-imidazole-1-carboxylate C(C)(C)(C)OC(=O)N1C(=NC=C1C1=CC(=CC=C1)[N+](=O)[O-])NC.OC(COC1=CC=C(C=C1)C(C)(C)C1=CC=C(C=C1)OCC(COC(C(=C)C)=O)O)COC(C(=C)C)=O